1-((2-(2-ethyl-1H-benzoimidazol-1-yl)-9-methyl-6-morpholinyl-9H-purin-8-yl)methyl)-4-(tetrahydro-2H-pyran-4-yl)piperazin-2-one C(C)C1=NC2=C(N1C1=NC(=C3N=C(N(C3=N1)C)CN1C(CN(CC1)C1CCOCC1)=O)N1CCOCC1)C=CC=C2